1-(3'-(5-((3R,4R)-3-amino-4-hydroxypyrrolidin-1-yl)pyridin-3-yl)-3-chloro-5'-fluoro-2'-hydroxy-[1,1'-biphenyl]-4-yl)-3-methyl-1H-imidazol-2(3H)-one N[C@@H]1CN(C[C@H]1O)C=1C=C(C=NC1)C=1C(=C(C=C(C1)F)C1=CC(=C(C=C1)N1C(N(C=C1)C)=O)Cl)O